6-(2-hydroxy-2-methylpropyloxy)-4-(6-(3-(6-methoxynicotinoyl)-3,6-diazabicyclo[3.1.1]hept-6-yl)pyridin-3-yl)pyrazolo[1,5-a]pyridine-3-carbonitrile OC(COC=1C=C(C=2N(C1)N=CC2C#N)C=2C=NC(=CC2)N2C1CN(CC2C1)C(C1=CN=C(C=C1)OC)=O)(C)C